5-Nitro-1-(pyridin-2-ylmethyl)-1H-indazole [N+](=O)([O-])C=1C=C2C=NN(C2=CC1)CC1=NC=CC=C1